N-(5-(3-(2,2-dimethylpyrrolidin-1-yl)propanamido)-2-methylpyridin-3-yl)-7-(4-(3-hydroxyoxetan-3-yl)phenyl)-[1,2,4]triazolo[4,3-a]pyridine-3-carboxamide CC1(N(CCC1)CCC(=O)NC=1C=C(C(=NC1)C)NC(=O)C1=NN=C2N1C=CC(=C2)C2=CC=C(C=C2)C2(COC2)O)C